(S)-N-((R)-2-hydroxypropyl)-N'-((R)-1-(4-methoxyphenyl)ethyl)-4-((7-methoxyquinolin-4-yl)amino)benzenesulfonimidamide O[C@@H](CN[S@@](=O)(=N[C@H](C)C1=CC=C(C=C1)OC)C1=CC=C(C=C1)NC1=CC=NC2=CC(=CC=C12)OC)C